NC1=NC=NN2C1=C(C=C2C=2C=CC(=C(C(=O)NCC1=C(C=CC=C1)OC1=CC=CC=C1)C2)F)C(F)(F)F 5-[4-amino-5-(trifluoromethyl)pyrrolo[2,1-f][1,2,4]triazin-7-yl]-2-fluoro-N-[(2-phenoxyphenyl)methyl]benzamide